[Te](Br)(Br)(Br)Br tellurium(IV) tetrabromide